3-((2-(3-bromophenyl)azetidin-1-yl)carbonyl)-1,5,7-trimethyl-1,5-dihydro-4H-pyrrolo[3,2-c]pyridin-4-one BrC=1C=C(C=CC1)C1N(CC1)C(=O)C1=CN(C2=C1C(N(C=C2C)C)=O)C